5-Ethyl-2,2,3,3-tetramethyl-3,5,6,7-tetrahydrobenzofuran-4(2H)-on C(C)C1CCC2=C(C(C(O2)(C)C)(C)C)C1=O